5-[1-(2,6-dichloro-4-cyclopropylphenyl)-1H-pyrazol-3-yl]-2-methylbenzylamine hydrochloride Cl.ClC1=C(C(=CC(=C1)C1CC1)Cl)N1N=C(C=C1)C=1C=CC(=C(CN)C1)C